tert-butyl-2-(3-methyl-2-oxo-1,3-benzoxazol-6-yl)-N-(4-phenylbutyl)piperidine-1-carboxamide N-[5-(3-methyl-2-oxo-1,3-benzoxazol-6-yl)-5-oxo-pentyl]carbamate CN1C(OC2=C1C=CC(=C2)C(CCCCNC(O)=O)=O)=O.C(C)(C)(C)C2(N(CCCC2)C(=O)NCCCCC2=CC=CC=C2)C2=CC1=C(N(C(O1)=O)C)C=C2